(S)-3-((1-(7-bromo-4-carbamoyl-quinolin-2-yl)pyrrolidin-2-yl)methoxy)propionic acid tert-butyl ester C(C)(C)(C)OC(CCOC[C@H]1N(CCC1)C1=NC2=CC(=CC=C2C(=C1)C(N)=O)Br)=O